CN(C1=NC(=NC(=C1)N1CC2(CCC1)CCCCC2)C(F)(F)F)CC2CN(CCS2)S(=O)(=O)C N-methyl-N-((4-(methylsulfonyl)thiomorpholin-2-yl)methyl)-6-(2-azaspiro[5.5]undecan-2-yl)-2-(trifluoromethyl)pyrimidin-4-amine